OCCS(=O)(=O)NC1=CC(=C(C(=O)NC2=CC(=CC=C2)S(=O)(=O)C)C=C1C)N1CCC2(CC2)CC1 4-((2-hydroxyethyl)sulphonamido)-5-methyl-N-(3-(methylsulfonyl)phenyl)-2-(6-azaspiro[2.5]octan-6-yl)benzamide